Phenylacetylglutamine-d5 [2H]C1=C(C(=C(C(=C1[2H])[2H])CC(=O)N[C@@H](CCC(=O)N)C(=O)O)[2H])[2H]